COC(C1=C(C(=NC=C1F)C(\C=C\N(C)C)=O)F)=O (E)-2-(3-(dimethylamino)acryloyl)-3,5-difluoroisonicotinic acid methyl ester